C(#N)[C@H]1C[C@@H](CC1)N1CC(N(C2(CN(C2)C(=O)NC)C1=O)CC1=CC=C(C=C1)C(F)(F)F)=O 8-((1R,3R)-3-cyanocyclopentyl)-N-methyl-6,9-dioxo-5-(4-(trifluoromethyl)benzyl)-2,5,8-triazaspiro[3.5]nonane-2-carboxamide